N-[4-chloro-3-(cyclopropylmethoxy)phenyl]-6-[(3S)-pyrrolidin-3-yl]oxy-pyrido[3,2-d]pyrimidin-4-amine ClC1=C(C=C(C=C1)NC=1C2=C(N=CN1)C=CC(=N2)O[C@@H]2CNCC2)OCC2CC2